C(#N)C1=C(SC2=C1C(=NC=C2F)C=2C1=C(C=3C=NC(=NC3C2F)N2C(CC(C2)N(C)C)C)COC1)NC(OC(C)(C)C)=O tert-Butyl (3-cyano-4-(3-(4-(dimethylamino)-2-methylpyrrolidin-1-yl)-5-fluoro-7,9-dihydrofuro[3,4-f]quinazolin-6-yl)-7-fluorothieno[3,2-c]pyridin-2-yl)carbamate